FC1=CC=C(C=C1)N(C(=O)C=1C=CC2=C(N(C=N2)C=2C=CC(=NC2)NC(OC)=O)C1)C methyl N-[5-[6-[(4-fluorophenyl)-methyl-carbamoyl]benzimidazol-1-yl]-2-pyridyl]carbamate